FC(C1=NN=C(O1)C1=CC(=NC=C1)C=1N(C=CN1)CC1=CC=C(C=C1)OC)F 4-[5-(difluoromethyl)-1,3,4-oxadiazol-2-yl]-2-{1-[(4-methoxyphenyl)methyl]-1H-imidazol-2-yl}pyridine